N-cyclopropyl-4-[7-(cyclopropylmethoxy)imidazo[1,2-a]pyridin-3-yl]-2-(difluoromethoxy)-6-methoxy-benzamide C1(CC1)NC(C1=C(C=C(C=C1OC)C1=CN=C2N1C=CC(=C2)OCC2CC2)OC(F)F)=O